CCC(C)C1=CC=C(C=CCCC(C)C2=C(C(=O)O)C=CC(=C2)OC)C=C1 [4-(3-butyl)benzylidene-2-pentyl]4-methoxybenzoic acid